CC=1C=CC(=C(C=O)C1)[N+](=O)[O-] 5-methyl-2-nitrobenzaldehyde